C(C)(C)(C)OC(=O)N1[C@H]([C@H](CC1)NS(=O)(=O)CC)CC=1C=C(C=CC1)C1=CC=CC=C1 (2S,3S)-2-(Biphenyl-3-ylmethyl)-3-((ethylsulfonyl)amino)pyrrolidine-1-carboxylic acid tert-butyl ester